4-(2-fluoro-5-methoxypyridin-3-yl)-6-(6-(trifluoromethyl)pyridin-2-yl)-N-(2-(trifluoromethyl)pyridin-4-yl)-1,3,5-triazin-2-amine FC1=NC=C(C=C1C1=NC(=NC(=N1)C1=NC(=CC=C1)C(F)(F)F)NC1=CC(=NC=C1)C(F)(F)F)OC